C1(CC1)C(=O)\N=C(\C=1C=C(C(=NC1)C(=O)OC)SCC)/NO methyl 5-[(1Z)-[(Z)-cyclopropanecarbonylimino] (hydroxyamino)methyl]-3-(ethylsulfanyl)pyridine-2-carboxylate